3-(chloromethyl)Styrene ClCC=1C=C(C=C)C=CC1